C(C1=CC=CC=C1)OC(=O)N(C1CN(C1)C(=O)OC(C)(C)C)C tert-butyl 3-(((benzyloxy)carbonyl)(methyl)amino)azetidine-1-carboxylate